3,4-difluoro-N-(2-fluoro-3-(3-(pyrrolidin-1-yl)quinoxaline-6-carbonyl)phenyl)benzamide FC=1C=C(C(=O)NC2=C(C(=CC=C2)C(=O)C=2C=C3N=C(C=NC3=CC2)N2CCCC2)F)C=CC1F